methyl 2-(4-chloro-3-methoxyphenyl)acetate ClC1=C(C=C(C=C1)CC(=O)OC)OC